N[C@H](C(=O)O)CO (S)-2-amino-3-hydroxy-propanoic acid